N-benzyl-2-[2-({4-methyl-5-[(phenylcarbamoyl)methyl]-4H-1,2,4-triazol-3-yl}sulfanyl)acetamido]-4,5,6,7-tetrahydro-1-benzothiophene-3-carboxamide C(C1=CC=CC=C1)NC(=O)C1=C(SC2=C1CCCC2)NC(CSC2=NN=C(N2C)CC(NC2=CC=CC=C2)=O)=O